2-((4-(7-(((2S,5R)-5-(ethylsulfonamido)tetrahydro-2H-pyran-2-yl)methyl)-2,7-diazaspiro[3.5]nonan-2-yl)pyrimidin-5-yl)oxy)-5-fluoro-N-isopropyl-N-(2-oxaspiro[3.3]heptan-6-yl)benzamide C(C)S(=O)(=O)N[C@@H]1CC[C@H](OC1)CN1CCC2(CN(C2)C2=NC=NC=C2OC2=C(C(=O)N(C3CC4(COC4)C3)C(C)C)C=C(C=C2)F)CC1